(2R,4S)-4-(3-(1H-PYRAZOL-1-YL)PHENYL)-N-((S)-1-((5-CHLORO-2-(1H-TETRAZOL-1-YL)BENZYL)AMINO)-1-OXOPROPAN-2-YL)-1-ETHYLPIPERIDINE-2-CARBOXAMIDE N1(N=CC=C1)C=1C=C(C=CC1)[C@@H]1C[C@@H](N(CC1)CC)C(=O)N[C@H](C(=O)NCC1=C(C=CC(=C1)Cl)N1N=NN=C1)C